methyl 1-[(3E)-3-fluoropenta-1,3-dien-2-yl]-1,2,3,4-tetrahydroisoquinoline-7-carboxylate F\C(\C(=C)C1NCCC2=CC=C(C=C12)C(=O)OC)=C\C